C(C)(C)(C)OC(=O)N1C(CC(C1)OC)(C(=O)O)C (tert-butoxycarbonyl)-4-methoxy-2-methylpyrrolidin-2-carboxylic acid